ClC=1C=C(NC2=NC=NC3=CC=C(C=C23)[C@@H]2CN(CCC2)C(C=C)=O)C=CC1OCC1=NC=CC=C1 1-[(3R)-3-[4-[3-chloro-4-(2-pyridylmethoxy)anilino]quinazolin-6-yl]-1-piperidyl]prop-2-en-1-one